C1=C2C=C3N(C2=CC=C1)C=1C=CC=CC1C3 indolo[1,2-a]indole